C(=O)(O)C1C2C=CC(C1C(=O)O)C2 5,6-dicarboxybicyclo[2.2.1]-2-heptene